C(CC)C1=CC=CC1.[Li] lithium n-propyl-cyclopentadiene